Glycerin ethylhexanate C(C)C(C(=O)O)CCCC.OCC(O)CO